C1(CC1)C1N(CC(OC1)C=1C=NNC1)S(=O)(=O)C1=CC=C(C)C=C1 cyclopropyl-4-(p-toluenesulfonyl)-6-(1H-pyrazol-4-yl)morpholine